C1(=CC=C(C=C1)C(=O)O)C(=O)O p-phenylenebisFormic acid